OC(=O)C(F)(F)F.N[C@@H](C)C=1OC2=C(C1Cl)C=C(C=C2C(=O)OC)Cl methyl (S)-2-(1-aminoethyl)-3,5-dichlorobenzofuran-7-carboxylate TFA salt